NC=1C=2N(C=CN1)C(=NC2C2=CC=C(C=C2)CNC(C2=C(C=CC(=C2)F)OC)=O)C21CCC(CC2)(CC1)C(=O)NC 4-(8-amino-1-(4-((5-fluoro-2-methoxybenzamido)methyl)phenyl)imidazo[1,5-a]pyrazin-3-yl)-N-methylbicyclo[2.2.2]octane-1-carboxamide